(E)-3-(4-chlorophenyl)-4-phenyl-N-((4-(trifluoromethyl)phenyl)sulfonyl)-4,5-dihydro-1H-pyrazole ClC1=CC=C(C=C1)C1=NN(CC1C1=CC=CC=C1)S(=O)(=O)C1=CC=C(C=C1)C(F)(F)F